OCC1CC(C1)C(=O)[O-] 3-(hydroxymethyl)cyclobutane-1-carboxylate